C1(CC1)C1=NNC2=CN=C(C(=C21)C2=CC(=C(C=C2)S(=O)(=O)C)C(F)F)C(=O)NC 3-cyclopropyl-4-[3-(difluoromethyl)-4-methylsulfonyl-phenyl]-N-methyl-1H-pyrazolo[3,4-c]pyridine-5-carboxamide